2-(5-methane-sulfonamido-1,2,3,4-tetrahydroisoquinolin-2-yl)-5-(2-pyridyl)quinazoline CS(=O)(=O)NC1=C2CCN(CC2=CC=C1)C1=NC2=CC=CC(=C2C=N1)C1=NC=CC=C1